methyl 3-[[(1S)-1-[2-(4,4-dimethyl-1-piperidyl)-3,6-dimethyl-4-oxo-chromen-8-yl]ethyl]amino]-2-(4,4,5,5-tetramethyl-1,3,2-dioxaborolan-2-yl)benzoate CC1(CCN(CC1)C=1OC2=C(C=C(C=C2C(C1C)=O)C)[C@H](C)NC=1C(=C(C(=O)OC)C=CC1)B1OC(C(O1)(C)C)(C)C)C